methylenediamine dithiocyanate [S-]C#N.[S-]C#N.C(N)N